(R)-5-(1-(1-(4-(5-(difluoromethyl)-1,3,4-oxadiazol-2-yl)phenyl)butyl)-1H-1,2,3-triazol-4-yl)pyridin-2-amine FC(C1=NN=C(O1)C1=CC=C(C=C1)[C@@H](CCC)N1N=NC(=C1)C=1C=CC(=NC1)N)F